C[C@H](C1=CC=CC=C1)[NH-] [(R)-α-methylbenzyl]amide